N,N-diethyl-4-phenyldiazenylaniline C(C)N(C1=CC=C(C=C1)N=NC1=CC=CC=C1)CC